(R)-6a,7,9,10-tetrahydro-5H-pyrazino[1,2-a][1,8]Naphthyridine-8(6H)-carboxylic acid tert-butyl ester C(C)(C)(C)OC(=O)N1C[C@@H]2N(C=3N=CC=CC3CC2)CC1